5-(5-(4-(2-(8-azabicyclo[3.2.1]oct-3-yl)ethoxy)-3-ethylphenyl)-8-oxo-6-thioxo-5,7-diazaspiro[3.4]oct-7-yl)-3-(trifluoromethyl)pyridinecarbonitrile C12CC(CC(CC1)N2)CCOC2=C(C=C(C=C2)N2C1(CCC1)C(N(C2=S)C=2C=C(C(=NC2)C#N)C(F)(F)F)=O)CC